CC1=C(C(=CC(=C1)C)C)P(C1=C(C=C(C=C1C)C)C)C1=C(C=C(C=C1C)C)C tris(2,4,6-trimethylphenyl)-phosphine